C(C1=CC=CC=C1)OC1=NC(=CC=C1C1=C(C=C(C=C1F)C1CCN(CC1)C(=O)OC(C)(C)C)F)OCC1=CC=CC=C1 tert-butyl 4-(4-(2,6-bis(benzyloxy)pyridin-3-yl)-3,5-difluorophenyl)piperidine-1-carboxylate